C(CCCCCC)C1(CCCCC1)C1=CC=C(C=C1)C(=O)C1=CC=C(C=C1)C1(CCCCC1)CCCCCCC 4-(4-trans-heptyl-cyclohexyl)phenylketone